C(C)(=O)OCC1CCC(C23C14C2CC(C3)C4(C)C)(C)C (7,7,8,8-tetramethyloctahydro-2,3b-methanocyclopenta[1,3]cyclopropa[1,2]benzen-4-yl)methyl acetate